C(CCCCCCCCCCCCCCCCCCC)C1=C(C=CC=C1)O eicosyl-phenol